methyl (3-(hydroxymethyl)-1H-indol-1-yl)dodecanoate OCC1=CN(C2=CC=CC=C12)C(C(=O)OC)CCCCCCCCCC